NC1=NC=CC=C1C1=NC=2C(=NC(=CC2)C2=CC=CC=C2)N1C1=C(C=C(C=C1)NC(=O)C1CC2(CC(C2)C(=O)O)C1)C 6-((4-(2-(2-aminopyridin-3-yl)-5-phenyl-3H-imidazo[4,5-b]pyridin-3-yl)-3-methylphenyl)carbamoyl)spiro[3.3]heptane-2-carboxylic acid